COC([C@H](NC(CCCO)=O)CC1=C(C=CC=C1)F)=O 2-fluoro-N-(4-hydroxybutyryl)-D-phenylalanine methyl ester